ClC1=C(C=C(C=C1)NC=1C2=C(N=CN1)C=NC(=C2)OC2CCN(CC2)C(C=C)=O)CO 1-(4-((4-((4-chloro-3-(hydroxymethyl)phenyl)-amino)pyrido[3,4-d]-pyrimidin-6-yl)oxy)-piperidin-1-yl)prop-2-en-1-one